acetophenone semicarbazone C(C)(C1=CC=CC=C1)=NNC(=O)N